ClC=1C=C(C(=C(C1)C1=NN(C=N1)C)OC)[N+](=O)[O-] 3-(5-Chloro-2-methoxy-3-nitrophenyl)-1-methyl-1H-1,2,4-triazole